C[Si](CCON1N(C=CC1=O)C)(C)C 2-(trimethylsilyl)ethoxy(Methyl)-1,2-dihydro-3H-pyrazol-3-one